bis[4-(3-maleimidophenoxy)phenyl]sulfone C1(C=CC(N1C=1C=C(OC2=CC=C(C=C2)S(=O)(=O)C2=CC=C(C=C2)OC2=CC(=CC=C2)N2C(C=CC2=O)=O)C=CC1)=O)=O